FC1=C2NS(C=3C(=C(C=C(C(OCCC4=CC=CC=C4C(C(=C1)F)=C2)=O)C3)C)O)(=O)=O 20,22-difluoro-15-hydroxy-14-methyl-17,17-dioxo-10-oxa-17λ6-thia-18-azatetracyclo[17.3.1.112,16.02,7]tetracosane-1(23),2,4,6,12,14,16(24),19,21-nonaen-11-one